tert-butyl 5-(hydroxymethyl)-2,2-dimethyl-1,3-dioxane-5-ylcarbamate OCC1(COC(OC1)(C)C)NC(OC(C)(C)C)=O